C1(=CC=CC=C1)C(C(O)(C1=CC=CC=C1)C1=CC=CC=C1)(O)C1=CC=CC=C1 1,1,2,2-Tetraphenyl-1,2-ethandiol